FC1=C(C=C(C=C1)C(F)(F)F)NC1=NC=2C(N=C1NC1=C(C=CC(=C1)C(F)(F)F)F)=NON2 N5,N6-bis(2-fluoro-5-(trifluoromethyl)phenyl)-[1,2,5]oxadiazolo[3,4-b]pyrazine-5,6-diamine